The molecule is a trihydroxyanthraquinone that is anthracene-9,10-dione substituted by hydroxy groups at positions 1, 2 and 3. It has a role as a plant metabolite. C1=CC=C2C(=C1)C(=O)C3=CC(=C(C(=C3C2=O)O)O)O